6-[(2S)-2-aminopropyl]-N-[(furan-2-yl)methyl]-7-(prop-1-yn-1-yl)thieno[3,2-c]pyridazin-4-amine N[C@H](CC1=C(C=2N=NC=C(C2S1)NCC=1OC=CC1)C#CC)C